B([O-])([O-])O.B(O)(O)O.B(O)(O)O.B(O)(O)O.[Na+].[Na+] disodium tetra-borate